1,1-bis(4-hydroxy-3-methyl-phenyl)cyclohexane trans-benzyl-1-(4-(2-aminocyclopropyl)phenylamino)-3-(naphthalen-2-yl)-1-oxopropan-2-ylcarbamate C(C1=CC=CC=C1)N(C(O)=O)C(C(=O)NC1=CC=C(C=C1)[C@H]1[C@@H](C1)N)CC1=CC2=CC=CC=C2C=C1.OC1=C(C=C(C=C1)C1(CCCCC1)C1=CC(=C(C=C1)O)C)C